C(C)(C)(C)N(C(O)=O)C=1SC(=C(N1)C=1C=C2C=CN(C2=CC1)S(=O)(=O)C1=C(C=CC=C1)[N+](=O)[O-])C.N1CCC2=CC(=CC=C12)N(C(O)=O)C=1SC(=CN1)C (Indolin-5-yl)-5-methylthiazol-2-ylcarbamic acid tert-butyl-5-methyl-4-(1-(2-nitrobenzenesulfonyl)indol-5-yl)thiazol-2-ylcarbamate